diacetyl-N-methyl-4-nitro-pyrazole-carboxamidine C(C)(=O)N=C(NC)C1=NNC(=C1[N+](=O)[O-])C(C)=O